Boc-(S)-(1-fluorocyclobutyl)glycine C(=O)(OC(C)(C)C)N(CC(=O)O)C1(CCC1)F